1,3-difluorobenzyl cyanide FC1(CC#N)CC(=CC=C1)F